5-bromo-2-ethyl-1-(phenylsulfonyl)-1H-pyrrolo[2,3-b]pyridine BrC=1C=C2C(=NC1)N(C(=C2)CC)S(=O)(=O)C2=CC=CC=C2